1-(4-(aminomethyl)phenyl)-4,6-dihydropyrrolo[3,4-c]Pyrazole-5(1H)-carboxylic acid tert-butyl ester C(C)(C)(C)OC(=O)N1CC=2N(N=CC2C1)C1=CC=C(C=C1)CN